OCCOC(C(=C)C)=O methacrylic acid-beta-hydroxyethyl ester